CC1=C(C(=CC(=C1)C)C)S(=O)(=O)O 2,4,6-trimethyl-benzenesulfonic acid